2,5-diphenylaminoterephthalic acid C1(=CC=CC=C1)NC1=C(C(=O)O)C=C(C(=C1)C(=O)O)NC1=CC=CC=C1